4-(3-oxobut-1-en-1-yl)isoindolin-1-one O=C(C=CC1=C2CNC(C2=CC=C1)=O)C